6-{5-[5-Fluoro-6-(2-methoxyethoxy)-1H-indazol-3-yl]-1,2-oxazol-3-yl}-N,N-dimethylpyridine-3-carboxamide FC=1C=C2C(=NNC2=CC1OCCOC)C1=CC(=NO1)C1=CC=C(C=N1)C(=O)N(C)C